N-(tert-Butoxycarbonyl)-L-isoleucine methyl ester COC([C@@H](NC(=O)OC(C)(C)C)[C@@H](C)CC)=O